CCCCC/C=C\\CC(/C=C/C=C\\C/C=C\\C/C=C\\CCC(=O)[O-])OO The molecule is a docosanoid anion that is the conjugate base of (4Z,7Z,10Z,12E,16Z)-14-hydroperoxydocosapentaenoic acid, obtained by deprotonation of the carboxy group; major species at pH 7.3. It is a docosanoid anion, a hydroperoxy fatty acid anion and a long-chain fatty acid anion. It derives from a (4Z,7Z,10Z,13Z,16Z)-docosapentaenoate. It is a conjugate base of a (4Z,7Z,10Z,12E,16Z)-14-hydroperoxydocosapentaenoic acid.